FC=1C=C(C=C(C1)F)C1=CC(=CC=C1)[C@H](CC(=O)[O-])NC(=O)NC=1C(N(C=C(C1[O-])C)C)=O.[Na+].[Na+] sodium (S)-3-(3',5'-difluorobiphenyl-3-yl)-3-(3-(1,5-dimethyl-4-oxido-2-oxo-1,2-dihydropyridin-3-yl)ureido)propanoate